cis-1-(2-tert-butoxy-2-oxo-ethyl)-1-[2-(dimethylamino)ethyl]piperidin-1-ium-4-carboxylic Acid C(C)(C)(C)OC(C[N+]1(CCC(CC1)C(=O)O)CCN(C)C)=O